[Cl-].CC(C#CO)C methyl-butynol chloride